C1(=CC=CC=C1)C(=O)C1=NC(=C2N1C=CC=C2)C2=CC=CC=C2 phenyl(1-phenylimidazo[1,5-a]pyridin-3-yl)methanone